1-(1-methyl-1H-imidazol-2-yl)piperidin CN1C(=NC=C1)N1CCCCC1